OC(C)(C)C(CCCC(N)N)(C(C)(C)O)C(C)(C)O tris(hydroxyisopropyl)-pentanediamine